(S)-2-hydroxystearate O[C@H](C(=O)[O-])CCCCCCCCCCCCCCCC